3-(1,3-benzodioxol-5-yl)-6-[4-(4-methylpiperazin-1-yl)phenyl]imidazo[1,2-a]pyrazine O1COC2=C1C=CC(=C2)C2=CN=C1N2C=C(N=C1)C1=CC=C(C=C1)N1CCN(CC1)C